N1(C=NC=C1)CC(=O)N1CCC(CC1)NCC=1C=C2C=C(N(C2=CC1)CC(F)(F)F)C#CCNC=1C=CC(=NC1)C(C#N)(C)C 2-{5-[(3-{5-[({1-[2-(1H-imidazol-1-yl)acetyl]piperidin-4-yl}amino)-methyl]-1-(2,2,2-trifluoroethyl)-1H-indol-2-yl}prop-2-yn-1-yl)amino]pyridin-2-yl}-2-methylpropanenitrile